(Z)-3-(3,7-difluoro-1H-indazol-6-yl)-2-fluoro-N-(5-fluoro-4-methyl-2-(trifluoromethyl)pyridin-3-yl)acrylamide FC1=NNC2=C(C(=CC=C12)\C=C(\C(=O)NC=1C(=NC=C(C1C)F)C(F)(F)F)/F)F